N1=CC=C(C=C1)C1=CC(=NN1)C(=O)N1CCC(CC1)C(=O)NC1CCC(CC1)CC 1-[5-(pyridin-4-yl)-1H-pyrazole-3-carbonyl]-N-[(1r,4s)-4-ethylcyclohexyl]piperidine-4-carboxamide